carbonic acid ((2R,3S,4R,5S)-5-(4-aminopyrrolo[2,1-f][1,2,4]triazin-7-yl)-2-cyano-3,4-dihydroxytetrahydrofuran-2-yl) methylcyclooctyl ester CC1(CCCCCCC1)OC(O[C@]1(O[C@H]([C@@H]([C@@H]1O)O)C1=CC=C2C(=NC=NN21)N)C#N)=O